COC1=C(C(=O)NCC=2C=CC(=C3C=NN(C23)COCC[Si](C)(C)C)B2OC(C(O2)(C)C)(C)C)C=CC=N1 2-methoxy-N-((4-(4,4,5,5-tetramethyl-1,3,2-dioxaborolan-2-yl)-1-((2-(trimethylsilyl)ethoxy)methyl)-1H-indazol-7-yl)methyl)nicotinamide